NCC1=CC=C(CN2C(=NC=3C(=NC=4C=CC=CC4C32)N)CCCC)C=C1 1-(4-(aminomethyl)benzyl)-2-butyl-1H-imidazo[4,5-C]quinolin-4-amine